(1-(4-chloro-6-((3-fluorobenzyl)amino)-1,3,5-triazin-2-yl)piperidin-2-yl)(morpholino)methanone ClC1=NC(=NC(=N1)NCC1=CC(=CC=C1)F)N1C(CCCC1)C(=O)N1CCOCC1